2-amino-1-naphthalenol NC1=C(C2=CC=CC=C2C=C1)O